ClC1=CC=C2C(=N1)N(C=C2B2OC(C(O2)(C)C)(C)C)COCC[Si](C)(C)C 6-chloro-3-(4,4,5,5-tetramethyl-1,3,2-dioxaborolan-2-yl)-1-((2-(trimethylsilyl)ethoxy)methyl)-1H-pyrrolo[2,3-b]pyridine